C(=O)(O)C1C2C=CC(C1)(C2)C 5-carboxy-methylbicyclo[2.2.1]hept-2-ene